(phenyl)methanone [4-[(E)-3-[4-(Dimethylamino)phenyl]prop-2-enoyl]-3-hydroxyphenyl]morpholine-4-carboxylate CN(C1=CC=C(C=C1)/C=C/C(=O)C1=C(C=C(C=C1)OC(=O)N1CCOCC1)O)C.C1(=CC=CC=C1)C=O